CCCCC/C=C\CC(C(C/C=C\C/C=C\CCCC(=O)O)O)O 11,12-dihydroxyeicosatrienoic acid